COC(=O)C1=NC=C(N=C1Cl)NC(=O)C1CC1.NC=1SC(=CN1)CN1CCN(CC1)CC(=O)NC1=C(C=C(C=C1)Cl)Br 2-(4-((2-aminothiazol-5-yl)methyl)piperazin-1-yl)-N-(2-bromo-4-chlorophenyl)acetamide methyl-3-chloro-5-(cyclopropanecarbonylamino)pyrazine-2-carboxylate